CC(CC)(CCCC(C)C)OC=C(C)C1=CC=CC=C1 (1-((3,7-dimethyloct-3-yl)oxy)prop-1-en-2-yl)benzene